CCC(C)C(=O)SCCNC(=O)CCNC(=O)[C@@H](C(C)(C)COP(=O)([O-])OP(=O)([O-])OC[C@@H]1[C@H]([C@H]([C@@H](O1)N2C=NC3=C(N=CN=C32)N)O)OP(=O)([O-])[O-])O The molecule is an acyl-CoA(4-) that is the tetraanion of 2-methylbutanoyl-CoA, arising from deprotonation of phosphate and diphosphate functions. It has a role as a human metabolite. It is a conjugate base of a 2-methylbutanoyl-CoA.